OC1=CC=C(C=C1)C[C@@H](C(=O)N[C@H](C(=O)N[C@H](C(=O)O)CCC(C)(C)C)[C@H](CC)C)NC(=O)[C@@H]1CNCC1 (2S)-2-[(2S,3S)-2-[(2S)-3-(4-hydroxyphenyl)-2-{[(3S)-pyrrolidin-3-yl]formamido}propanamido]-3-methylpentanamido]-5,5-dimethylhexanoic acid